1-[2-[3-(difluoromethyl)-5-methylpyrazol-1-yl]-6-(4,4,5,5-tetramethyl-1,3,2-dioxaborolan-2-yl)pyridin-3-yl]ethanone FC(C1=NN(C(=C1)C)C1=NC(=CC=C1C(C)=O)B1OC(C(O1)(C)C)(C)C)F